C(C1=CC=CC=C1)=C(C(=O)OC)CC(C1=CC=CC=C1)(F)F methyl 2-benzylidene-4,4-difluoro-4-phenylbutyrate